C(C)(C)(C)OC(=O)N1[C@@H]2[C@@H](C(C[C@H]1CCC2)=O)F (1S,2S,5R)-2-fluoro-3-oxo-9-azabicyclo[3.3.1]Nonane-9-carboxylic acid tert-butyl ester